N1CC(C1)C1CN(CC1)C1=NC=CC(=N1)NC=1C=C2C=NNC2=CC1 N-(2-(3-(azetidin-3-yl)pyrrolidin-1-yl)pyrimidin-4-yl)-1H-indazol-5-amine